N1(C=NC=C1)C(=O)O[C@H](C(=O)N1[C@@H](C[C@H](C1)O[Si](C)(C)C(C)(C)C)C(NCC1=CC=C(C=C1)C1=C(N=CS1)C)=O)C(C)(C)C (S)-1-((2S,4R)-4-((tert-butyldimethylsilyl)oxy)-2-((4-(4-methylthiazol-5-yl)benzyl)carbamoyl)pyrrolidin-1-yl)-3,3-dimethyl-1-oxobutan-2-yl 1H-imidazole-1-carboxylate